(3R)-2'-[6-amino-5-(trifluoromethyl)pyridin-3-yl]-N-[1-(pyridin-2-yl)cyclobutyl]-5',6'-dihydrospiro[pyrrolidine-3,4'-pyrrolo[1,2-b]pyrazole]-1-carboxamide NC1=C(C=C(C=N1)C=1C=C2N(N1)CC[C@]21CN(CC1)C(=O)NC1(CCC1)C1=NC=CC=C1)C(F)(F)F